N1(CCCCC1)C1=CC=C(S1)C=CC=O 3-(5-(piperidine-1-yl)thiophene-2-yl)prop-2-ene-1-one